[Pd].[Pd].C(C1=CC=CC=C1)=CC(=O)C=CC1=CC=CC=C1.C(C1=CC=CC=C1)=CC(=O)C=CC1=CC=CC=C1.C(C1=CC=CC=C1)=CC(=O)C=CC1=CC=CC=C1 tris(dibenzylidene-acetone) dipalladium (0)